C1=NC=CC2=C1C=C(C1=C(O2)C=CC=C1)C(=O)OCC ethyl benzo[6,7]oxepino[3,2-c]pyridine-10-carboxylate